N-methyl-3,5-dibromobenzylamine CNCC1=CC(=CC(=C1)Br)Br